(4-(tert-butyl)-2-(methylthio)phenyl)diphenylphosphine oxide C(C)(C)(C)C1=CC(=C(C=C1)P(C1=CC=CC=C1)(C1=CC=CC=C1)=O)SC